N-[1-(5-chloro-3-fluoro-2-pyridinyl)azetidin-3-yl]-3,4-dimethyl-pyrimido[4',5':4,5]thieno[2,3-c]pyridazin-8-amine ClC=1C=C(C(=NC1)N1CC(C1)NC1=NC=NC2=C1SC=1N=NC(=C(C12)C)C)F